tert-butyl ((5-chloro-3-(methylthio)pyridin-2-yl)methyl)carbamate ClC=1C=C(C(=NC1)CNC(OC(C)(C)C)=O)SC